ClC=1C=C2C(=CN1)[C@H]1[C@@H](O2)[C@H]1C(=O)NC=1N=CC2=CC=C(C=C2C1)[C@@]1(CC12CC2)C#N (1S,1aR,6bS)-4-chloro-N-(6-((S)-1-cyanospiro[2.2]pentan-1-yl)isoquinolin-3-yl)-1a,6b-dihydro-1H-cyclopropa[4,5]furo[3,2-c]pyridine-1-carboxamide